CN1C(C(CCC1(C)C)C(C(C(CCCCCCC)=O)=O)C1C(N(C(CC1)(C)C)C)(C)C)(C)C bis(1,2,2,6,6-pentamethylpiperidinyl)decanediOne